lithium phosphorodiamidite P([O-])(N)N.[Li+]